TETRAHYDROCITRAL CC(C)CCCC(C)CC=O